Benzyl 1-{4-[(6S)-6-(2-methoxy-2-oxoethyl)-2,3,9-trimethyl-6H-thieno[3,2-f][1,2,4]triazolo[4,3-a][1,4]diazepin-4-yl] phenyl}-1,2,3,4-tetrahydroquinoline-7-carboxylate COC(C[C@H]1C=2N(C3=C(C(=N1)C1=CC=C(C=C1)N1CCCC4=CC=C(C=C14)C(=O)OCC1=CC=CC=C1)C(=C(S3)C)C)C(=NN2)C)=O